ClC(C1=C(C(=CC=C1)C(Cl)(Cl)Cl)OP(O)(O)=O)(Cl)Cl 2,6-bis(trichloromethyl)phenyl-phosphoric acid